O=C1NC(CCC1N1C(C2=CC=C(C=C2C1=O)N1CC(C1)CN1CCN(CC1)C1=NC(=CC=C1)C1=CN=C2N1C=C(C=C2)N2[C@H](CCC2)C2=CC(=CC=C2)F)=O)=O 2-(2,6-Dioxopiperidin-3-yl)-5-(3-((4-(6-(6-((R)-2-(3-fluorophenyl)pyrrolidin-1-yl)imidazo[1,2-a]pyridin-3-yl)pyridin-2-yl)piperazin-1-yl)methyl)azetidin-1-yl)isoindoline-1,3-dione